FC(C=1C(=C(C=CC1)[C@@H](C)NC1=NN(C(C=2C1=CN(C(C2)=O)C2(CC2)C(F)F)=O)C)F)F (R)-4-((1-(3-(difluoromethyl)-2-fluorophenyl)ethyl)amino)-6-(1-(difluoromethyl)cyclopropyl)-2-methyl-2,6-dihydropyrido[3,4-d]pyridazine-1,7-dione